CC1=C(COC2=CC=CC=N2)C=CC=C1 6-[(2-methylbenzyl)oxy]pyridin